6-aza-2'-deoxyuridine [C@@H]1(C[C@H](O)[C@@H](CO)O1)N1C(=O)NC(=O)C=N1